2-methyl-hydroxy-3,4-dihydropyran CC1OC=CCC1O